FC=1C=C2C(=NC1)N(C=C2)S(=O)(=O)C2=CC=C(C)C=C2 5-fluoro-1-p-toluenesulfonyl-1H-pyrrolo[2,3-b]pyridine